C(#N)C1=NC(=C2C=C(N=CC2=C1)NC(=O)[C@@H]1CNCCC1)NC(C)C (S)-N-(7-cyano-5-(isopropylamino)-2,6-naphthyridin-3-yl)piperidine-3-carboxamide